tert-butyl (E)-(2-((4-(6-bromo-5-methylpyridin-3-yl)-5-oxo-4,5-dihydro-1H-1,2,4-triazol-1-yl)methyl)-3-fluoroallyl)carbamate BrC1=C(C=C(C=N1)N1C=NN(C1=O)C\C(\CNC(OC(C)(C)C)=O)=C\F)C